3-benzyl-1-(trans-4-((5-cyano-4-((3aR,7aR)-3-oxooctahydro-5H-pyrrolo[3,4-c]pyridin-5-yl)pyrimidin-2-yl)amino)-cyclohexyl)-1-(5-(1-methyl-1H-pyrazol-4-yl)pyridin-2-yl)urea C(C1=CC=CC=C1)NC(N(C1=NC=C(C=C1)C=1C=NN(C1)C)[C@@H]1CC[C@H](CC1)NC1=NC=C(C(=N1)N1C[C@H]2[C@@H](CC1)CNC2=O)C#N)=O